[N+](=O)([O-])C12C(C=CC(=C1)[N+](=O)[O-])O2 2,4-dinitro-phenylene ether